FC(OC=1C=C(C=CC1)CCN)(F)F 2-(3-trifluoromethoxyphenyl)ethylamine